(R)-N-(3-(3,3-difluorocyclobutyl)-1,4-dimethyl-1H-pyrazol-5-yl)-2,2-difluorocyclopropane-1-carboxamide FC1(CC(C1)C1=NN(C(=C1C)NC(=O)[C@@H]1C(C1)(F)F)C)F